5-methyl-N-methylindole CC=1C=C2C=CN(C2=CC1)C